CNC=1N=C(C(=NC1C=1C2=C(C=NC1)N(C=N2)C)C(=O)OC)NC=2C=NC(=C(C2)C)N2[C@H](COCC2)C methyl 5-(methylamino)-6-(3-methylimidazo[4,5-c]pyridin-7-yl)-3-[[5-methyl-6-[(3S)-3-methylmorpholin-4-yl]-3-pyridyl]amino]pyrazine-2-carboxylate